2-((2S,4R)-2-(Aminomethyl)-2-phenyl-5-(trifluoromethyl)-2,3-dihydrobenzofuran-4-yl)-4-methoxybenzamide NC[C@@]1(OC2=C(C1)C(=C(C=C2)C(F)(F)F)C2=C(C(=O)N)C=CC(=C2)OC)C2=CC=CC=C2